(2S)-N-(7-{6-[(1S)-1-hydroxybutyl]-4-methylpyridin-3-yl}-2,6-naphthyridin-3-yl)-2-methoxypropanamid O[C@@H](CCC)C1=CC(=C(C=N1)C1=NC=C2C=C(N=CC2=C1)NC([C@H](C)OC)=O)C